COC1=CC=C(C=C1)C1CN(CCO1)C(=O)C=1N=C(C2=C(N1)OC(=C2)C)NC2(CC2)C [2-(4-methoxyphenyl)morpholine-4-carbonyl]-6-methyl-N-(1-methylcyclopropyl)furo[2,3-d]pyrimidin-4-amine